tin-cobalt carbon [C].[Co].[Sn]